CC1=C(N=NN1[C@H]1CNCC1)C1=NN2C(C=CC=C2)=C1C#N [5-methyl-1-[(3R)-pyrrolidin-3-yl]triazol-4-yl]pyrazolo[1,5-a]pyridine-3-carbonitrile